CC1=NN2C(N(C([C@H](CC2)NC(=O)C=2N=CC3=C(N2)C2(COCC2)OC3)=O)C)=C1 N-[(6S)-2,4-Dimethyl-5-oxo-7,8-dihydro-6H-pyrazolo[1,5-a][1,3]diazepin-6-yl]spiro[5H-furo[3,4-d]pyrimidin-7,3'-tetrahydrofuran]-2-carboxamid